BrC#CC1=CC(=CC=C1)C#CBr 1,3-bis(2-bromoethynyl)benzene